COC(CC[C@@H]1C(N[C@@H](C1)C)=O)OC dimethoxy-3-((3S,5R)-5-methyl-2-oxopyrrolidin-3-yl)propan